tert-butyl ((7-(difluoromethyl)-2-(2,6-dioxopiperidin-3-yl)-3-oxoisoindolin-5-yl)methyl)carbamate FC(C=1C=C(C=C2C(N(CC12)C1C(NC(CC1)=O)=O)=O)CNC(OC(C)(C)C)=O)F